N-(9-azabicyclo[3.3.1]non-3-yl)-6-(2,8-dimethylimidazo[1,2-a]pyridin-6-yl)-N-methyl[1,3]thiazolo[4,5-c]pyridin-2-amine C12CC(CC(CCC1)N2)N(C=2SC1=C(C=NC(=C1)C=1C=C(C=3N(C1)C=C(N3)C)C)N2)C